IC1=C(C=NC=C1)NC1=NC=CC=N1 N-(4-iodopyridin-3-yl)pyrimidin-2-amine